C1(CC1)C1=CC(=NN1)C1=C2C(=NC(=NC2=CC=C1)N1C2CN(C(C1)C2)S(=O)(=O)C2=CC=CC=C2)N (5-cyclopropyl-1H-pyrazole-3-yl)-2-(5-(phenylsulfonyl)-2,5-diazabicyclo[2.2.1]heptan-2-yl)quinazolin-4-amine